(((3-((1H-pyrrol-2-yl)methylene)-2-oxoindol-5-yl)amino)methyl)-5-fluorobenzonitrile N1C(=CC=C1)C=C1C(NC2=CC=C(C=C12)NCC1=C(C#N)C=C(C=C1)F)=O